C(C1=CC=CC=C1)N1[C@@H](CCC1)COC=1N=C(C2=C(N1)CN(CC2)C2=CC=CC1=CC=CC(=C21)C)N2C[C@@H](N(CC2)C(=O)OCC2=CC=CC=C2)CC#N benzyl (S)-4-(2-(((S)-1-benzylpyrrolidin-2-yl)methoxy)-7-(8-methylnaphthalen-1-yl)-5,6,7,8-tetrahydropyrido[3,4-d]pyrimidin-4-yl)-2-(cyanomethyl)piperazine-1-carboxylate